ethyl 3-amino-2-chloro-4-methoxy-benzoate NC=1C(=C(C(=O)OCC)C=CC1OC)Cl